O1COC2=C1C=CC(=C2)C[C@H](NC(C2=CC=CC=C2)=O)C(=O)N[C@@H](CCC(=O)O)C(=O)O 3-(1,3-benzodioxol-5-yl)-N-benzoylalanyl-L-glutamic acid